COC(=O)C1(CC1)OC1=C(C=CC=C1)Br 1-(2-bromophenoxy)cyclopropane-1-carboxylic acid methyl ester